1-(4-{5-fluoro-4-[(3-methyl-4-{[1,2,4]triazolo[1,5-a]pyridin-7-yloxy}phenyl)amino]quinazolin-6-yl}-3-methylpiperazin-1-yl)prop-2-en-1-one FC1=C2C(=NC=NC2=CC=C1N1C(CN(CC1)C(C=C)=O)C)NC1=CC(=C(C=C1)OC1=CC=2N(C=C1)N=CN2)C